ClC=1C=NC(=NC1)NC1CCN(CC1)S(=O)(=O)C=1C=C(C=CC1)N1CCC(CC1)CN1CCC(CC1)C1=CC=C2C(=CN(C2=C1)C)C1C(NC(CC1)=O)=O 3-(6-(1-((1-(3-((4-((5-chloropyrimidin-2-yl)amino)piperidin-1-yl)sulfonyl)-phenyl)piperidin-4-yl)methyl)piperidin-4-yl)-1-methyl-1H-indol-3-yl)piperidine-2,6-dione